FC1CC1 cis-2-fluorocyclopropane